2-(2,6-dioxo-3-piperidinyl)isoindoline-1,3-dione L-tartrate C(=O)(O)[C@H](O)[C@@H](O)C(=O)O.O=C1NC(CCC1N1C(C2=CC=CC=C2C1=O)=O)=O